ClC1=C(C=CC(=C1)OC1=CC=C(C=C1)Cl)[C@@]1(OC[C@@H](O1)C)CN1N=CN=C1 1-({(2S,4S)-2-[2-Chloro-4-(4-chlorophenoxy)phenyl]-4-methyl-1,3-dioxolan-2-yl}methyl)-1H-1,2,4-triazol